CO[Si](OC)(OC)CCCCN(C(=S)SSSSC(N(C)CCCC[Si](OC)(OC)OC)=S)C trimethoxysilylpropyldimethylthiocarbamoyl tetrasulfide